tert-butyl (2S,6R)-2-(1-cyclopropyl-1H-pyrazol-4-yl)-6-methylmorpholine-4-carboxylate C1(CC1)N1N=CC(=C1)[C@H]1CN(C[C@H](O1)C)C(=O)OC(C)(C)C